C(C)OCC[SiH](C=C)C=C ethoxyethyldivinyl-silane